(2',6'-difluoro-5-(7-(2-morpholinylethoxy)imidazo[1,2-a]pyridin-3-yl)-[1,1'-biphenyl]-3-yl)cyclopropanesulfonamide FC1=C(C(=CC=C1)F)C1=CC(=CC(=C1)C1=CN=C2N1C=CC(=C2)OCCN2CCOCC2)C2(CC2)S(=O)(=O)N